tertiary butyl-sulfonic acid C(C)(C)(C)S(=O)(=O)O